ClC1=NC=C(C(=C1)F)C#CC1CN(CC1)S(=O)(=O)C 2-chloro-4-fluoro-5-((1-(methylsulfonyl)pyrrolidin-3-yl)ethynyl)pyridine